2-(piperazin-1-ylmethyl)-10H-spiro[acridine-9,1'-cyclopentane] N1(CCNCC1)CC1=CC2=C(C=C1)NC1=CC=CC=C1C21CCCC1